C(#N)C1=C(C=C(C=C1)N1CCC(CC1)C1=CC=C(OCCC(CCCS(=O)(=O)[O-])(F)F)C=C1)C(F)(F)F 5-(4-(1-(4-cyano-3-(trifluoromethyl) phenyl) piperidin-4-yl) phenoxy)-3,3-difluoropentylmethanesulfonate